N-(3-methacryloyloxypropyl)-2-pyrrolidone C(C(=C)C)(=O)OCCCN1C(CCC1)=O